NC1=NC=CC(=C1Cl)SC=1C=CC=2C(=NC=C(N2)N2CCC3(CC2)[C@@H](C2=CC=C(C=C2C3)Cl)N)N1 (S)-1'-(6-((2-amino-3-chloropyridin-4-yl)thio)pyrido[2,3-b]pyrazin-2-yl)-5-chloro-1,3-dihydrospiro[inden-2,4'-piperidin]-1-amine